C(C)(C)(C)OC(NC=1C=C2C=CN(C2=CC1Cl)CC1=CC(=CC=C1)C(F)(F)F)=O (6-Chloro-1-(3-(trifluoromethyl)benzyl)-1H-indol-5-yl)carbamic acid tert-butyl ester